1-(3,4-methylenedioxyphenyl)piperazine-2,5-dione C1OC=2C=C(C=CC2O1)N1C(CNC(C1)=O)=O